2-(3,5-Dichloro-4-((1-(3-fluorophenyl)-6-oxo-1,6-dihydropyridin-3-yl)oxy)phenyl)-6-(fluoromethyl)-1,2,4-triazine-3,5(2H,4H)-dione ClC=1C=C(C=C(C1OC1=CN(C(C=C1)=O)C1=CC(=CC=C1)F)Cl)N1N=C(C(NC1=O)=O)CF